4-((1-([1,1'-biphenyl]-4-ylmethyl)-5-(3,4-difluorophenyl)-1H-indole-7-carboxamido)methyl)benzoic acid C1(=CC=C(C=C1)CN1C=CC2=CC(=CC(=C12)C(=O)NCC1=CC=C(C(=O)O)C=C1)C1=CC(=C(C=C1)F)F)C1=CC=CC=C1